6-(3-amino-3-methylbut-1-yn-1-yl)-4-(4,4,5,5-tetramethyl-1,3,2-dioxaborolan-2-yl)pyrazolo[1,5-a]pyridine-3-carbonitrile NC(C#CC=1C=C(C=2N(C1)N=CC2C#N)B2OC(C(O2)(C)C)(C)C)(C)C